C1=NC=C(C2=CC=CC=C12)N1C[C@H](CCC1)C(=O)N(CCOCCOCCOS(=O)(=O)C)C=1C=CC(N(C1)CC(=O)OC)=O methyl (S)-2-(5-(1-(isoquinolin-4-yl)-N-(2-(2-(2-((methylsulfonyl)oxy)ethoxy)ethoxy)ethyl)piperidine-3-carboxamido)-2-oxopyridin-1(2H)-yl)acetate